(3S,4R)-4-(difluoromethoxy)-N-trityl-piperidin-3-amine FC(O[C@H]1[C@H](CNCC1)NC(C1=CC=CC=C1)(C1=CC=CC=C1)C1=CC=CC=C1)F